m-(1-n-propoxyethoxy)-styrene C(CC)OC(C)OC=1C=C(C=C)C=CC1